(2S)-2-({[(9H-fluoren-9-yl)methoxy]carbonyl}amino)-3-{1-[(pyridin-4-yl)methyl]-1H-indol-3-yl}propanoic acid C1=CC=CC=2C3=CC=CC=C3C(C12)COC(=O)N[C@H](C(=O)O)CC1=CN(C2=CC=CC=C12)CC1=CC=NC=C1